CC(C)(OC(CCOCCOCCNC(CCCC(=O)O)=O)=O)C 2,2-dimethyl-4,14-dioxo-3,7,10-trioxa-13-azaheptadecane-17-carboxylic acid